C(C)(C)(C)N1N=CC(=C1C(=O)O)C(C1=CC(=CC=C1)Cl)=O 1-(tert-butyl)-4-(3-chlorobenzoyl)-1H-pyrazole-5-carboxylic acid